6-(4-chlorobenzyl)-2-(pyridin-2-yl)-9-((S)-tetrahydrofuran-3-yl)-2,6,9-triazaspiro[4.5]decane-7,10-dione ClC1=CC=C(CN2C3(CCN(C3)C3=NC=CC=C3)C(N(CC2=O)[C@@H]2COCC2)=O)C=C1